vanadium sodium oxyfluoride O(F)F.[Na].[V]